C(C1=CC=CC=C1)S(=O)(=O)OC[C@@H]1CN(CC1)C(=O)OC(C)(C)C tert-butyl (S)-3-((toluenesulfonyloxy)methyl)pyrrolidine-1-carboxylate